OCCCCOC(C(=C)C)=O 4-hydroxybutylmethacrylate